6-methoxy-2-((1R,2R)-2-methyl-4-oxocyclohexyl)-2H-indazole-5-carboxamide COC=1C(=CC2=CN(N=C2C1)[C@H]1[C@@H](CC(CC1)=O)C)C(=O)N